ClC=1C(=CC=2N=CN=C(C2N1)C=1C(=NN(C1)C)C1=CN=CS1)OC 5-(4-(6-chloro-7-methoxypyrido[3,2-d]pyrimidin-4-yl)-1-methyl-1H-pyrazol-3-yl)thiazole